COC1=C(CN(C(=O)C2CCCC2)CC2=C(N=NN2C)C2=CC=C(C=C2)OCOC)C=CC(=C1)OC N-(2,4-Dimethoxybenzyl)-N-((4-(4-(methoxymethoxy)phenyl)-1-methyl-1H-1,2,3-triazol-5-yl)methyl)cyclopentanamide